ClC=1N=CSC1C(=O)O 4-chlorothiazole-5-carboxylic acid